5-[3-[2-fluoro-4-[3-[4-(1-piperidyl)-1-piperidyl]prop-1-ynyl]phenoxy]propyl]thiazole-4-carboxylic acid FC1=C(OCCCC2=C(N=CS2)C(=O)O)C=CC(=C1)C#CCN1CCC(CC1)N1CCCCC1